1-((3R,5S)-3-(2-chloro-6-(2-methylpyrimidin-4-yl)pyridin-4-yl)-5-(difluoromethyl)morpholino)prop-2-en-1-one ClC1=NC(=CC(=C1)[C@@H]1COC[C@H](N1C(C=C)=O)C(F)F)C1=NC(=NC=C1)C